ClC1=C(C=CC(=C1)C)C=1C=CC(=C(C(=O)O)C1)OCCN1C=NC=C1 5-(2-chloro-4-methylphenyl)-2-(2-imidazol-1-ylethoxy)benzoic acid